O=C1NC(CCC1C1=CC=C(C=C1)[C@@H]1N(CCCC1)C1CCNCC1)=O r-(4-(2,6-dioxopiperidin-3-yl)phenyl)-[1,4'-bipiperidin]